2-(4-{(Z)-3-[(9,9-Difluorononyl)methylamino]propenyl}phenyl)-3-(3-hydroxyphenyl)-4-methyl-2H-chromen-6-ol FC(CCCCCCCCN(C\C=C/C1=CC=C(C=C1)C1OC2=CC=C(C=C2C(=C1C1=CC(=CC=C1)O)C)O)C)F